C1(CC1)CC(C(=O)O)C 2-(cyclopropylmethyl)propionic acid